C=1(C(=CC(=C(C1)C(=O)O)C)C(=O)O)C p-xylene-2,5-dicarboxylic acid